potassium (S)-3-(3-(5-((1-cyclopropylethyl)carbamoyl)oxazol-2-yl)phenyl)-1H-1,2,4-triazole-5-carboxylate C1(CC1)[C@H](C)NC(=O)C1=CN=C(O1)C=1C=C(C=CC1)C1=NNC(=N1)C(=O)[O-].[K+]